C(=O)C1=CC=C(C=C1)NC(C)=O N-(4-formyl-Phenyl)acetamide